4-(2-((1-((cis)-4-cyanocyclohexyl)-1H-pyrazol-4-yl)amino)-5-methylpyrimidin-4-yl)-N-(cyanomethyl)benzamide C(#N)[C@H]1CC[C@H](CC1)N1N=CC(=C1)NC1=NC=C(C(=N1)C1=CC=C(C(=O)NCC#N)C=C1)C